C(C)(=O)OC\C=C\CCCCCCC (E)-2-Decenyl acetate